4-benzyloxy-2-[2-(3,4-difluoro-2-methoxy-phenoxy)-5-fluoro-4-(trifluoromethyl)phenyl]-6-methyl-5-methylsulfanyl-pyridine-3-carboxylic acid ethyl ester C(C)OC(=O)C=1C(=NC(=C(C1OCC1=CC=CC=C1)SC)C)C1=C(C=C(C(=C1)F)C(F)(F)F)OC1=C(C(=C(C=C1)F)F)OC